2-(4-fluoro-3-phenyl-anilino)-4-[[(1S)-2-hydroxy-1-phenyl-ethyl]amino]-N-isopropyl-pyrimidine-5-carboxamide FC1=C(C=C(NC2=NC=C(C(=N2)N[C@H](CO)C2=CC=CC=C2)C(=O)NC(C)C)C=C1)C1=CC=CC=C1